ClC1=C(OC[C@@H]2N(CCC2)C2=C(C=C3C(C(=CN(C3=C2)C2=CC=C(C=C2)O)C(=O)O)=O)F)C=CC=C1 (R)-7-(2-((2-chlorophenoxy)methyl)pyrrolidin-1-yl)-6-fluoro-1-(4-hydroxy-phenyl)-4-oxo-1,4-dihydro-quinoline-3-carboxylic acid